[Li].FC(F)(F)S(=O)(=O)O (trifluoromethyl-sulfonic acid) lithium